methyl (E)-3-(2-chloro-4-((4-(1-methyl-4-(trifluoromethyl)-1H-imidazol-2-yl)benzyl)amino)pyrimidin-5-yl)acrylate ClC1=NC=C(C(=N1)NCC1=CC=C(C=C1)C=1N(C=C(N1)C(F)(F)F)C)/C=C/C(=O)OC